C1(=CC=CC2=CC=CC=C12)CC(=O)[O-].[Na+] sodium Naphthylacetate